CC1(CC=C(CC1)C=1C=CC=C2C=C(C=NC12)C(=O)NC(C)C1=NC=CC=C1)C 8-(4,4-dimethylcyclohex-1-en-1-yl)-N-(1-(pyridin-2-yl)ethyl)quinoline-3-carboxamide